FC1=CC=C(CC2(C(CN(CC2)C(C2=C(N=CC=C2)C2=NC=NC=C2)=O)C)C#N)C=C1 4-(4-fluorobenzyl)-3-methyl-1-(2-(pyrimidin-4-yl)nicotinoyl)piperidine-4-carbonitrile